chloro-1-naphthoaldehyde ClC1=C(C2=CC=CC=C2C=C1)C=O